N-[2-methoxy-6-(1,2,4-triazol-1-yl)-3-pyridyl]-5-methyl-3-phenyl-isoxazole-4-carboxamide COC1=NC(=CC=C1NC(=O)C=1C(=NOC1C)C1=CC=CC=C1)N1N=CN=C1